methyl 5-cyano-2-((1-(2-(4,4-dimethylpiperidin-1-yl)-3,6-dimethyl-4-oxo-3,4-dihydroquinazolin-8-yl)ethyl)amino)benzoate C(#N)C=1C=CC(=C(C(=O)OC)C1)NC(C)C=1C=C(C=C2C(N(C(=NC12)N1CCC(CC1)(C)C)C)=O)C